C(C1=CC=CC=C1)N1N=C2C(N(CCC2=C1Cl)[C@@H]1C(N(C2=C(OC1)C=C1C(=C2)N=C(O1)C1CC1)C)=O)=O (S)-7-(2-benzyl-3-chloro-7-oxo-2,4,5,7-tetrahydro-6H-pyrazolo[3,4-c]pyridin-6-yl)-2-cyclopropyl-5-methyl-7,8-dihydrooxazolo[4',5':4,5]benzo[1,2-b][1,4]oxazepine-6(5H)-one